C(C)(=O)O[C@H]([C@@H](CNC(CC1=CC=C(C=C1)C1=CC=CC=C1)=O)OC(C)=O)[C@@H]1O[C@@](C[C@@H]([C@H]1NC(COC(C)=O)=O)OC(C)=O)(C(=O)OC)Cl (1R,2R)-3-(2-([1,1'-biphenyl]-4-yl)acetamido)-1-((2R,3R,4S,6R)-4-acetoxy-3-(2-acetoxyacetamido)-6-chloro-6-(methoxycarbonyl)tetrahydro-2H-pyran-2-yl)propane-1,2-diyl diacetate